(S)-2-(4-(5-chloro-2-(diallylamino)phenyl)-2,3-dioxopiperazin-1-yl)-3-(4-nitrophenyl)propionic acid tert-butyl ester C(C)(C)(C)OC([C@H](CC1=CC=C(C=C1)[N+](=O)[O-])N1C(C(N(CC1)C1=C(C=CC(=C1)Cl)N(CC=C)CC=C)=O)=O)=O